hydroxyhexyl-phosphonic acid OCCCCCCP(O)(O)=O